N-(((R)-4-benzylpiperazin-2-yl)methyl)-N1-((S)-5,6,7,8-tetrahydroquinolin-8-yl)butane-1,4-diamine C(C1=CC=CC=C1)N1C[C@@H](NCC1)CN(CCCCN)[C@H]1CCCC=2C=CC=NC12